(4S)-2,2-Dimethyl-4-[(Z)-2-methylpent-1-enyl]-7-pentyl-3,4-dihydrochromen-5-ol CC1(OC=2C=C(C=C(C2[C@@H](C1)\C=C(/CCC)\C)O)CCCCC)C